C(#N)C1=CC(=C(COC2=CC=CC(=N2)C2CCN(CC2)CC2=NC3=C(N2CCOC)C=C(C=C3C)C(=O)OC)C=C1)F Methyl 2-((4-(6-((4-cyano-2-fluorobenzyl)oxy)pyridin-2-yl)piperidin-1-yl)methyl)-1-(2-methoxyethyl)-4-methyl-1H-benzo[d]imidazole-6-carboxylate